C(C)C=1C(=CC=C2C=C(C=C(C12)C1=C(C=2N=C(N=C(C2C=N1)N1CC(CCCCC1)P(C)C)OC[C@]12CCCN2C[C@@H](C1)F)F)O)F (1-(7-(8-ethyl-7-fluoro-3-hydroxynaphthalen-1-yl)-8-fluoro-2-(((2R,7aS)-2-fluorohexahydro-1H-pyrrolizin-7a-yl)methoxy)pyrido[4,3-d]pyrimidin-4-yl)azacyclooctan-3-yl)dimethylphosphine